3,4-dihydroxy-5-methyl-benzaldehyde OC=1C=C(C=O)C=C(C1O)C